The molecule is a tripeptide derived from methoxysuccinyl-Ala-Ala-Pro-Ala by conversion of the terminal carboxy group to the corresponding chloromethyl ketone. It has a role as an EC 3.4.21.37 (leukocyte elastase) inhibitor and an EC 3.4.21.64 (peptidase K) inhibitor. It is an alpha-chloroketone, a tripeptide and a methyl ester. It derives from a succinic acid. C[C@@H](C(=O)CCl)NC(=O)[C@@H]1CCCN1C(=O)[C@H](C)NC(=O)[C@H](C)NC(=O)CCC(=O)OC